1-(benzofuran-5-yl)propan-2-one O1C=CC2=C1C=CC(=C2)CC(C)=O